CC=1C[C@@H]2C([C@H]2CC1)(C)C (1S,6S)-3,7,7-trimethylbicyclo[4.1.0]hept-3-ene